CC=1C=CC(=C(C1)C(=O)N1C2CC(C[C@H]1COC1=NC=C(C=C1)C(F)(F)F)C2)C2=NC=CC=N2 (3S)-2-{[5-methyl-2-(pyrimidin-2-yl)phenyl]carbonyl}-3-({[5-(trifluoromethyl)pyridin-2-yl]oxy}methyl)-2-azabicyclo[3.1.1]heptane